NC1(CCN(CC1)C1=NC=2C(=NC=C(N2)SC2=NC3=CC=CC=C3C(N2)=O)N1)C 2-((2-(4-amino-4-methylpiperidin-1-yl)-1H-imidazo[4,5-b]pyrazin-5-yl)thio)quinazolin-4(3H)-one